FC1=C(COC(=O)NCC2=C(N=NN2C)C2=CC=C(C(=N2)C)O[C@@H]2C[C@H](CCC2)C(=O)O)C=C(C=C1)F (1S,3S)-3-((6-(5-(((((2,5-difluoro-benzyl)oxy)carbonyl)amino)methyl)-1-methyl-1H-1,2,3-triazol-4-yl)-2-methylpyridin-3-yl)oxy)cyclohexane-1-carboxylic acid